dl-1,1-bis(tert-butyl-peroxy)cyclohexaneN C(C)(C)(C)OOC1(C=CCCC1)OOC(C)(C)C